8-Bromo-3-methyl-1H-pyrrolo[1,2,3-de]quinoxalin-2(3H)-one BrC=1C=C2C=3N(C(C(NC3C1)=O)C)C=C2